O1C(C(OC(C1)=O)=O)=O dioxantrione